ClC1=C(C(=CC(=C1)F)F)NC(=O)C=1C(=NC(=NC1)NC1=CC(=C(C=C1)C1CCN(CC1)C)C)OC N-(2-chloro-4,6-difluorophenyl)-4-methoxy-2-((3-methyl-4-(1-methylpiperidin-4-yl)phenyl)amino)pyrimidine-5-carboxamide